iminomorpholine N=C1NCCOC1